N1=CNC2=NC=CC(=C21)C=2C=NN(C2)C2=CC=C(C=N2)C(C#N)N2CCS(CC2)(=O)=O 2-(6-(4-(3H-imidazo[4,5-b]pyridin-7-yl)-1H-pyrazol-1-yl)pyridin-3-yl)-2-(1,1-dioxidothiomorpholino)acetonitrile